O=C1NC(CCC1N1C(N(C2=C1C=CC=C2C2CC(C2)CN2CCN(CC2)C(=O)OC(C)(C)C)C)=O)=O tert-butyl 4-[[3-[1-(2,6-dioxo-3-piperidyl)-3-methyl-2-oxo-benzimidazol-4-yl] cyclobutyl]methyl]piperazine-1-carboxylate